COC1=C(C(=CC=C1)OC)C1=CN(C2=NC(=CC=C21)NC(=O)C2CC21CN(C1)C)COCC[Si](C)(C)C N-[3-(2,6-dimethoxyphenyl)-1-{[2-(trimethylsilyl)ethoxy]methyl}pyrrolo[2,3-b]pyridin-6-yl]-5-methyl-5-azaspiro[2.3]hexane-1-carboxamide